O1C=CC2=C1C=C(C=C2)C=2C(=CC=C(C(=O)O)C2)F 5-(benzofuran-6-yl)-4-fluorobenzoic acid